C(CS(=O)(=O)[O-])S(=O)(=O)[O-].[NH4+].[NH4+] ammonium ethanedisulfonate